1-(5,6-diphenyl-1,2,4-triazin-3-yl)-3-phenylurea C1(=CC=CC=C1)C=1N=C(N=NC1C1=CC=CC=C1)NC(=O)NC1=CC=CC=C1